C1(CC1)CN1C(=CC=2C=CN3C=CN=C3C12)C=O 12-(cyclopropylmethyl)-3,6,12-triazatricyclo[7.3.0.02,6]dodeca-1(9),2,4,7,10-pentaene-11-carbaldehyde